(S)-5-(((tert-butyldimethylsilyl)oxy)methyl)-1-methylpyrrolidin-2-one [Si](C)(C)(C(C)(C)C)OC[C@@H]1CCC(N1C)=O